2-amino-2-((hex-5-ynoyloxy)methyl)propane-1,3-diyl bis(hex-5-ynoate) C(CCCC#C)(=O)OCC(COC(CCCC#C)=O)(COC(CCCC#C)=O)N